N-({6-methylimidazo[1,2-a]pyridin-2-yl}methyl)-1H-indazole-5-carboxamide CC=1C=CC=2N(C1)C=C(N2)CNC(=O)C=2C=C1C=NNC1=CC2